tert-Butyl(4-(7-(4-((3-(tert-butyl)-1,2,4-oxadiazole-5-carboxamido)methyl)-3-(trifluoromethyl)phenyl)-3H-imidazo[4,5-b]pyridin-2-yl)-1-methyl-1H-pyrazol-3-yl)carbamate C(C)(C)(C)OC(NC1=NN(C=C1C1=NC=2C(=NC=CC2C2=CC(=C(C=C2)CNC(=O)C2=NC(=NO2)C(C)(C)C)C(F)(F)F)N1)C)=O